1-(3-bromophenyl)-2-thioxodihydropyrimidine-4,6(1H,5H)-dione BrC=1C=C(C=CC1)N1C(NC(CC1=O)=O)=S